ClC1=C(C=C(C=C1N1CCN(C2(CC2)C1)CCO)C#N)NC1=NC=2N(C(=N1)NC1CC1)N=CC2C#N 2-({2-chloro-5-cyano-3-[4-(2-hydroxyethyl)-4,7-diazaspiro[2.5]octan-7-yl]phenyl}amino)-4-(cyclopropylamino)pyrazolo[1,5-a][1,3,5]triazine-8-carbonitrile